ClC=1C=C(C(=NC1O[C@H]1CCC2=C(C=CC=C12)C1=CC2=C(OCCO2)C=C1)OC)CN1CC(C1)C(=O)O (S)-1-((5-chloro-6-((4-(2,3-dihydrobenzo[b][1,4]dioxin-6-yl)-2,3-dihydro-1H-inden-1-yl)oxy)-2-methoxypyridin-3-yl)methyl)azetidine-3-carboxylic acid